C1C(CC2=CC=CC=C12)NC1=NC=C(C=N1)C(=O)NNC(CC(=O)OCC)=O ethyl 3-({2-[(2,3-dihydro-1H-inden-2-yl)amino]pyrimidin-5-yl}formohydrazido)-3-oxopropanoate